ClC1=C(C=CC(=C1)OC1=CC=C(C=C1)Cl)C(C)=O 2'-chloro-4'-(4-chlorophenoxy)acetophenone